tert-butyl 3-{[(1-{4-[4-({[3-(trifluoromethoxy)phenyl]methyl} carbamoyl)-1H-1,2,3-triazol-1-yl]butyl}-1H-1,2,3-triazol-4-yl)formamido]methyl}azetidine-1-carboxylate FC(OC=1C=C(C=CC1)CNC(=O)C=1N=NN(C1)CCCCN1N=NC(=C1)C(=O)NCC1CN(C1)C(=O)OC(C)(C)C)(F)F